NC1=NC=CC(=N1)C1=C(C=2C(NCCC2N1)=O)NC1=CC=CC2=C1N=CS2 2-(2-aminopyrimidin-4-yl)-3-(1,3-benzothiazol-4-ylamino)-1H,5H,6H,7H-pyrrolo[3,2-c]pyridin-4-one